N-{cyclooctyl-[4-fluoro-5-(pyridin-4-ylmethyl)-1H-benzoimidazol-2-yl]methyl}-3-methyl-isoxazole-4-carboxamide C1(CCCCCCC1)C(NC(=O)C=1C(=NOC1)C)C1=NC2=C(N1)C=CC(=C2F)CC2=CC=NC=C2